NC1=CC=C(C2=CC=CC=C12)I 1-amino-4-iodonaphthalene